N-(4-(1-(2-((2-acetamido-2-methylpropyl)amino)-2-oxoacetyl)-1,2,3,6-tetrahydropyridin-4-yl)phenyl)-5-fluoroisoindoline-2-carboxamide C(C)(=O)NC(CNC(C(=O)N1CCC(=CC1)C1=CC=C(C=C1)NC(=O)N1CC2=CC=C(C=C2C1)F)=O)(C)C